CN1CC(CC1)C1=NC=C2N1C=CC=C2 3-(1-methylpyrrolidin-3-yl)imidazo[1,5-a]pyridine